NCC(CN1N=CN(C1=O)CC=1SC(=CC1C)C1=CC2=C(OCO2)C=C1)=C(F)F 2-[2-(aminomethyl)-3,3-difluoro-allyl]-4-[[5-(1,3-benzodioxol-5-yl)-3-methyl-2-thienyl]methyl]-1,2,4-triazol-3-one